C(C)(C)(C)OC(=O)NCCN(C(OC)=O)C1(CC1)C1=CC(=C(C=C1)F)C(F)(F)F methyl (2-((tert-butoxycarbonyl)amino)ethyl)(1-(4-fluoro-3-(trifluoromethyl) phenyl)cyclopropyl)carbamate